C(C=C)(=O)OCCCCCCOC(C=C)=O 6-prop-2-enoyloxyhexyl prop-2-enoate